trioctyl-{8-(chlorodimethylsilyl)octyl}phosphonium chloride [Cl-].C(CCCCCCC)[P+](CCCCCCCC[Si](C)(C)Cl)(CCCCCCCC)CCCCCCCC